5-((1R,4R)-5-((6-chloropyridin-3-yl)methyl)-2,5-diazabicyclo[2.2.1]hept-2-yl)quinoline-8-carbonitrile-2-d ClC1=CC=C(C=N1)CN1[C@H]2CN([C@@H](C1)C2)C2=C1C=CC(=NC1=C(C=C2)C#N)[2H]